O1CCCC=C1C1=NOC(=N1)CC=1NC2=CC=C(C=C2C(N1)=O)C=1C=NN(C1)C 2-((3-(3,4-dihydro-2H-pyran-6-yl)-1,2,4-oxadiazol-5-yl)methyl)-6-(1-methyl-1H-pyrazol-4-yl)quinazolin-4(1H)-one